2-deamino-hydroxyfolate OC(C(=O)[O-])C[C@@H](C(=O)O)NC(=O)C1=CC=C(NCC2=CN=C3N=CNC(=O)C3=N2)C=C1